7-(2,2-dimethoxyethyl)-1,3-dimethyl-1H-purine-2,6(3H,7H)-dione COC(CN1C=NC=2N(C(N(C(C12)=O)C)=O)C)OC